C1(OC=CC2=CC=CC=C12)=O Isochromenone